((1S,6R,7R)-3-(3-(3-chloro-2-(oxazol-5-yl)pyridin-4-yl)-1H-pyrazolo[3,4-b]pyrazin-6-yl)-7-(2-fluorophenyl)-3-azabicyclo[4.1.0]heptan-7-yl)methanamine ClC=1C(=NC=CC1C1=NNC2=NC(=CN=C21)N2C[C@@H]1[C@]([C@@H]1CC2)(C2=C(C=CC=C2)F)CN)C2=CN=CO2